BrC1=C(C=C(C=C1)OC)C(C=O)=O 2-(2-bromo-5-methoxyphenyl)-2-oxoacetaldehyde